ethyl 1-(4-fluorophenyl)-4-(2,2,2-trifluoroethoxy)-1H-pyrazole-3-carboxylate FC1=CC=C(C=C1)N1N=C(C(=C1)OCC(F)(F)F)C(=O)OCC